tert-butyl 4-[[[6-[3-(2-methoxy-4-methylsulfonyl-anilino)prop-1-ynyl]-1-(2,2,2-trifluoroethyl)indol-4-yl]amino]methyl]piperidine-1-carboxylate COC1=C(NCC#CC2=CC(=C3C=CN(C3=C2)CC(F)(F)F)NCC2CCN(CC2)C(=O)OC(C)(C)C)C=CC(=C1)S(=O)(=O)C